C(#N)C=1C=C(C=CC1)N1C[C@H](N(CC1)C=1N=C2N(C(C1C)=O)C=C(C=C2[C@@H](C)NC2=C(C(=O)O)C=CC=C2)C)C 2-(((R)-1-(2-((R)-4-(3-cyanophenyl)-2-methylpiperazin-1-yl)-3,7-dimethyl-4-oxo-4H-pyrido[1,2-a]pyrimidin-9-yl)ethyl)amino)benzoic acid